N-(6-amino-5-ethyl-3-pyridyl)-2-[(2S)-2-(3-chloro-4-fluoro-phenyl)-4-[1-(trifluoromethyl)cyclopropanecarbonyl]piperazin-1-yl]-2-oxo-acetamide NC1=C(C=C(C=N1)NC(C(=O)N1[C@H](CN(CC1)C(=O)C1(CC1)C(F)(F)F)C1=CC(=C(C=C1)F)Cl)=O)CC